tert-butyl (3R,4R)-4-((3-(2,6-dioxopiperidin-3-yl)-1-methyl-1H-indazol-6-yl)amino)-3-methoxypiperidine-1-carboxylate O=C1NC(CCC1C1=NN(C2=CC(=CC=C12)N[C@H]1[C@@H](CN(CC1)C(=O)OC(C)(C)C)OC)C)=O